1-[6-[4-(hydroxymethyl)piperidin-1-yl]-1-methylindazol-3-yl]-1,3-diazinane-2,4-dione OCC1CCN(CC1)C1=CC=C2C(=NN(C2=C1)C)N1C(NC(CC1)=O)=O